N(=[N+]=[N-])CCOC1=CC=C(C=O)C=C1 4-(2-Azidoethoxy)benzaldehyde